CS(=O)(=O)[O-].C(CCCCCCCCC)[NH+]1CC(CC1)CCC 1-Decyl-3-propylpyrrolidinium methansulfonat